C(C=C)(=O)OCC(COCC(COC(C=C)=O)O)O 3-acryloxy-2-hydroxypropyl ether